F[B-](F)(F)F.C(C)C=1NC=C[N+]1C ethyl-3-methyl-imidazolium tetrafluoroborate